OCC1=CC=C2CN(C(C2=C1)=O)C1C(NC(CC1)=O)=O 3-[6-(hydroxymethyl)-1-oxo-isoindolin-2-yl]piperidine-2,6-dione